ClC=1C=C(C=C(C1)Cl)NC(NC1=C(C(=O)N)C=CC=C1)=O 2-[3-(3,5-dichlorophenyl)ureido]benzamide